C[C@H]1N(CCNC1)C1=NC=CC(=N1)C1=CC=CC=C1 (R)-2-(2-methylpiperazin-1-yl)-4-phenylpyrimidine